Germanium dichlorid [Ge](Cl)Cl